tetradeca-2,12-diene-1,14-diol C(C=CCCCCCCCCC=CCO)O